C(C)N(C1=C(C=C(CN2CCC3(CN(C3)C3=CC=C(C(=O)O)C=C3)CC2)C=C1)OCC)CC 4-(7-(4-(diethylamino)-3-ethoxybenzyl)-2,7-diazaspiro[3.5]nonan-2-yl)benzoic acid